2-hydroxy-6-methylphenylacetic acid OC1=C(C(=CC=C1)C)CC(=O)O